FC(C1=CC=C(CN2[C@H](CC3(CC3)CC2)C(=O)NC2(CC2)C2=CC=C(C(=O)[O-])C=C2)C=C1)(F)F.[Na+] sodium (R)-4-(1-(6-(4-(trifluoromethyl)benzyl)-6-azaspiro[2.5]octane-5-carboxamido)cyclopropyl)benzoate